7-(3-cyclopropylphenoxy)-N-[2-(2,4-dichlorophenyl)ethyl]-2,2-dimethyl-pyrano[3,2-b]pyridine-8-carboxamide C1(CC1)C=1C=C(OC=2C(=C3C(=NC2)C=CC(O3)(C)C)C(=O)NCCC3=C(C=C(C=C3)Cl)Cl)C=CC1